BrC=1C=C2C(=CNC2=CC1)/C(/C#N)=C/C=1C=NC=CC1SC1=CC(=C(C=C1)OC)OC (Z)-2-(5-bromo-1H-indol-3-yl)-3-(4-((3,4-dimethoxyphenyl)thio)pyridin-3-yl)acrylonitrile